5-((5'-(N,N-dimethylamino)-2-oxo-2H-[1,2'-bipyridin]-3-yl)amino)-N-((1R,2S)-2-fluorocyclopropyl)-8-p-methoxybenzyl-7,8-dihydro-6H-pyrazolo[1,5-a]pyrrolo[3,2-e]pyrimidine-3-carboxamide CN(C)C=1C=CC(=NC1)N1C(C(=CC=C1)NC1=NC=2N(C3=C1CCN3CC3=CC=C(C=C3)OC)N=CC2C(=O)N[C@H]2[C@H](C2)F)=O